1-Vinyl-2-Pyrrolidinon Chloride [Cl-].C(=C)N1C(CCC1)=O